N1,N1'-((5'-(tert-butyl)-[1,1':3',1''-terphenyl]-3,3''-diyl)bis(methylene))bis(N3-(3-((2-ethylbutyl)amino)propyl)propane-1,3-diamine), hydrochloride salt Cl.C(C)(C)(C)C=1C=C(C=C(C1)C1=CC(=CC=C1)CNCCCNCCCNCC(CC)CC)C1=CC(=CC=C1)CNCCCNCCCNCC(CC)CC